4-(azetidin-1-yl)-N-(4-((hydroxyamino)methyl)phenyl)aniline N1(CCC1)C1=CC=C(NC2=CC=C(C=C2)CNO)C=C1